CC1(OCCN1C(=O)[O-])C 2,2-dimethyl-1,3-oxazolidine-3-carboxylate